[N+](=O)([O-])C1=CC=C(C=C1)N1CC(C1)CN1CCN(CC1)C(=O)OC(C)(C)C Tert-butyl 4-((1-(4-nitrophenyl)azetidin-3-yl)methyl)piperazine-1-carboxylate